CC1(C2=CC=CC(=C2OC=2C(=C(C(=C(C12)[2H])[2H])[2H])P(C1=CC=CC=C1)C1=CC=CC=C1)P(C1=CC=CC=C1)C1=CC=CC=C1)C 9,9-dimethyl-4,5-bis(diphenylphosphino)xanthene-d3